(5-chloro-2-((1-(tetrahydro-2H-pyran-4-yl)-1H-pyrazol-4-yl)amino)pyrimidin-4-yl)benzoic acid butyl ester C(CCC)OC(C1=C(C=CC=C1)C1=NC(=NC=C1Cl)NC=1C=NN(C1)C1CCOCC1)=O